prop-1-yl-N,N,N-trimethyl-ammonium chloride [Cl-].C(CC)[N+](C)(C)C